(4-([1,1'-biphenyl]-4-yloxy)piperidin-1-yl)(4-(3-hydroxyoxetan-3-yl)phenyl)methanone C1(=CC=C(C=C1)OC1CCN(CC1)C(=O)C1=CC=C(C=C1)C1(COC1)O)C1=CC=CC=C1